C(C1=CC=CC=C1)(=O)OC1=C(C(=C(C=C1C)C(CC)CC)C)OC(C1=CC=CC=C1)=O 4-(3-pentyl)-3,6-dimethyl-1,2-phenylene dibenzoate